C(CC)N(CC(C)N)CCC N,N-dipropyl-1,2-diaminopropane